C(C1=CC=CC=C1)OC1=CC=C(CN2C(C3=CC=C(C=C3C2=O)OC2=CC=CC=C2)=O)C=C1 2-(4-(benzyloxy)benzyl)-5-phenoxyisoindoline-1,3-dione